8-(6-tert-butylpyridin-3-yl)-3-ethyl-6-oxo-2H,3H,4H,6H-pyrimido[2,1-b][1,3,5]thiadiazine-7-carbonitrile C(C)(C)(C)C1=CC=C(C=N1)C=1N=C2SCN(CN2C(C1C#N)=O)CC